1-(5-chloro-2,4-difluorophenyl)-3-methoxy-10-(trifluoromethyl)-3,4-dihydro-2H,6H-[1,4]thiazepino[2,3,4-ij]quinazoline-6,8(7H)-dione ClC=1C(=CC(=C(C1)S1CC(CN2C(NC(C3=CC(=CC1=C23)C(F)(F)F)=O)=O)OC)F)F